(S)-2-{[7-(2-cyanobenzyloxy)benzo[d][1,3]dioxol-4-yl]methylamino}propanamide C(#N)C1=C(COC2=CC=C(C3=C2OCO3)CN[C@H](C(=O)N)C)C=CC=C1